Sodium Lactate (DL-Lactate) C(C(O)C)(=O)[O-].C(C(O)C)(=O)O.[Na+]